3-isocyanato-methyl-3,5,5-trimethyl-cyclohexyl isocyanate N(=C=O)C1(CC(CC(C1)(C)C)(C)N=C=O)C